FC=1C(=NC(=NC1)N[C@H]1[C@@H](COCC1)O)C=1C=C2C(=C(C=NC2=CC1)COC)C(C)C (3s,4r)-4-((5-fluoro-4-(4-isopropyl-3-(methoxymethyl)quinolin-6-yl)pyrimidin-2-yl)amino)tetrahydro-2H-pyran-3-ol